2-(2,6-dioxopiperidin-3-yl)-4-(4-((4-(trifluoromethyl)piperidin-1-yl)methyl)benzylamino)isoindoline-1,3-dione O=C1NC(CCC1N1C(C2=CC=CC(=C2C1=O)NCC1=CC=C(C=C1)CN1CCC(CC1)C(F)(F)F)=O)=O